1-(azetidin-3-yl)-5-bromo-6-methoxy-1H-indazole hydrochloride Cl.N1CC(C1)N1N=CC2=CC(=C(C=C12)OC)Br